3-(4-bromo-2-methoxyphenyl)-6-chloro-4,5-dihydro-1,2,4-triazine BrC1=CC(=C(C=C1)C1=NN=C(CN1)Cl)OC